2-((5-Acetyl-2-((6-methoxy-2-methyl-1,2,3,4-tetrahydroisoquinolin-7-yl)amino)-7H-pyrrolo[2,3-d]pyrimidin-4-yl)amino)-N,N-dimethylbenzenesulfonamide C(C)(=O)C1=CNC=2N=C(N=C(C21)NC2=C(C=CC=C2)S(=O)(=O)N(C)C)NC2=C(C=C1CCN(CC1=C2)C)OC